4-Amino-N-(4-(4-amino-2-ethyl-1H-imidazo[4,5-c]quinolin-1-yl)butyl)-3-methoxybenzamide NC1=C(C=C(C(=O)NCCCCN2C(=NC=3C(=NC=4C=CC=CC4C32)N)CC)C=C1)OC